N-[(E)-3-fluoro-2-[[2-(4-pyridyl)-6-quinolyl]oxymethyl]allyl]carbamic acid tert-butyl ester C(C)(C)(C)OC(NC/C(=C\F)/COC=1C=C2C=CC(=NC2=CC1)C1=CC=NC=C1)=O